bis[2-((oxo)diphenylphosphino)phenyl]Ether O=P(C1=C(C=CC=C1)OC1=C(C=CC=C1)P(C1=CC=CC=C1)(C1=CC=CC=C1)=O)(C1=CC=CC=C1)C1=CC=CC=C1